4-[(1H-imidazol-4-yl)methyl]pyridine N1C=NC(=C1)CC1=CC=NC=C1